CN1C(N(CC1)CC1CCN(CC1)C(=O)OC(C)(C)C)=O tert-butyl 4-((3-methyl-2-oxoimidazolidin-1-yl)methyl)piperidine-1-carboxylate